1-(9H-fluoren-9-yl)-3-oxo-2,7,10,13,16-pentaoxa-4-azanonadecan-19-oic acid perfluorophenyl ester FC1=C(C(=C(C(=C1F)F)F)F)OC(CCOCCOCCOCCOCCNC(OCC1C2=CC=CC=C2C=2C=CC=CC12)=O)=O